N-(6-(4-(hydroxymethyl)piperidin-1-yl)-1-oxo-2-(2,2,2-trifluoroethyl)isoindolin-5-yl)pyrazolo[1,5-a]pyrimidine-3-carboxamide OCC1CCN(CC1)C1=C(C=C2CN(C(C2=C1)=O)CC(F)(F)F)NC(=O)C=1C=NN2C1N=CC=C2